C(C)O[W](OCC)(OCC)(OCC)OCC Pentaethoxytungsten (V)